3-(2-chloro-5-methoxypyrimidin-4-yl)-4-fluoro-1-methyl-1H-indole ClC1=NC=C(C(=N1)C1=CN(C2=CC=CC(=C12)F)C)OC